N-(5-(3'-Methyl-2'-oxo-2',3'-dihydrospiro[cyclopropane-1,1'-pyrrolo[2,3-c]quinolin]-8'-yl)-2-((1-methylpiperidin-3-yl)methoxy)pyridin-3-yl)benzenesulfonamide CN1C(C2(C3=C1C=NC=1C=CC(=CC31)C=3C=C(C(=NC3)OCC3CN(CCC3)C)NS(=O)(=O)C3=CC=CC=C3)CC2)=O